(6-(4-((4-(1H-pyrazol-4-yl)phenyl)amino)-6-methyl-6,7-dihydro-5H-pyrrolo[3,4-d]pyrimidin-2-yl)-1-methyl-1H-indol-2-yl)(3,3-difluoroazetidin-1-yl)methanone N1N=CC(=C1)C1=CC=C(C=C1)NC=1C2=C(N=C(N1)C1=CC=C3C=C(N(C3=C1)C)C(=O)N1CC(C1)(F)F)CN(C2)C